COC1=CC2=C(N=C(S2)NC(=O)C23CC4(CC(CC(C2)C4)(C3)C)C)C=C1 N-(6-methoxy-1,3-benzothiazol-2-yl)-3,5-dimethyladamantane-1-carboxamide